1-Acetyl-7-(4-acetylpiperazin-1-yl)-4-(7-methoxy-1,3-dimethyl-2-oxo-1,2-dihydroquinolin-5-yl)-1,2,3,4-tetrahydroquinoxaline-6-carbonitrile C(C)(=O)N1CCN(C2=CC(=C(C=C12)N1CCN(CC1)C(C)=O)C#N)C1=C2C=C(C(N(C2=CC(=C1)OC)C)=O)C